C(C1=CC=CC=C1)NCC12CCC(CC1)(C2)O 4-[(benzylamino)methyl]bicyclo[2.2.1]heptan-1-ol